O[C@@H]1[C@@H]([C@H]([C@@H](O[C@@H]1CO)C(=O)N(C1=CC=CC=C1)[C@@H]1[C@H](CCCC1)O)OC)N1N=NC(=C1)C1=CC(=C(C(=C1)F)F)F (2R,3R,4S,5R,6R)-5-hydroxy-N-((1S,2S)-2-hydroxycyclohexyl)-6-(hydroxymethyl)-3-methoxy-N-phenyl-4-(4-(3,4,5-trifluorophenyl)-1H-1,2,3-triazol-1-yl)tetrahydro-2H-pyran-2-carboxamide